C1(=C(C=CC=C1)N1N=CC=CC1=O)C 2-(o-tolyl)pyridazin-3(2H)-one